S1C=NC2=C1C=C(C=C2)S(=O)(=O)N2N=C1C(=C2)CN(C1)C(=O)C1(COCC1)C=1C=NC(=CC1)C (2-(benzo[d]thiazol-6-ylsulfonyl)-2,6-dihydropyrrolo[3,4-c]pyrazol-5(4H)-yl)(3-(6-methylpyridin-3-yl)tetrahydrofuran-3-yl)methanone